(R)-ethyl(methyl)(2-{4-[(1s,4S)-2-oxa-5-azabicyclo[2.2.1]heptan-5-yloxy]-1H-indol-3-yl}ethyl)-azanium C(C)[NH+](CCC1=CNC2=CC=CC(=C12)ON1[C@@H]2CO[C@H](C1)C2)C